C(CCCCCCC)C(C(=O)C1=CC=CC=C1)C(=O)C1=CC=CC=C1 2-octyl-1,3-diphenyl-1,3-propanedione